N1,N2-di-(1,1-dimethylbutyl)ethane-1,2-diamine CC(CCC)(C)NCCNC(CCC)(C)C